6,6-dinonyloxyhexylmagnesium chloride C(CCCCCCCC)OC(CCCCC[Mg]Cl)OCCCCCCCCC